5,6-difluoro-3-nitro-1H-indole-2-carboxylic acid methyl ester COC(=O)C=1NC2=CC(=C(C=C2C1[N+](=O)[O-])F)F